O1CCC12CN(CC2)C2=NC=CC(=C2)C=2C(=C(C=C(C2)F)C2=CC(=C(C=C2)N2C(N(C=C2)C)=O)Cl)O 1-(3'-(2-(1-oxa-6-azaspiro[3.4]octan-6-yl)pyridin-4-yl)-3-chloro-5'-fluoro-2'-hydroxy-[1,1'-biphenyl]-4-yl)-3-methyl-1H-imidazol-2(3H)-one